N1C=2N(C3(C1=O)CCCCC3)N=CC2 1',2'-dihydrospiro[cyclohexane-1,3'-pyrazolo[1,5-a]imidazol]-2'-one